aniline-HBr salt Br.NC1=CC=CC=C1